ClC=1C=C(C=CC1OC)C(C(=O)NCC=1C=C2CN(C(C2=CC1)=O)C1C(NC(CC1)=O)=O)(F)F 2-(3-chloro-4-methoxyphenyl)-N-((2-(2,6-dioxopiperidin-3-yl)-1-oxoisoindol-5-yl)methyl)-2,2-difluoroacetamide